5-(2-(3-(2,4-difluorobenzyloxy)-3-phenylpropylsulfonyl)-6-methylpyrimidin-4-yl)-3-fluoro-1-((tetrahydro-2H-pyran-4-yl)methyl)pyridin-2(1H)-one FC1=C(COC(CCS(=O)(=O)C2=NC(=CC(=N2)C=2C=C(C(N(C2)CC2CCOCC2)=O)F)C)C2=CC=CC=C2)C=CC(=C1)F